FC(OC=1C=C(C=CC1)C1=NN(C=2C1=NC=C(C2)C(=O)NC2(CS(C2)(=O)=O)C)CC(C(F)(F)F)O)F 3-(3-(difluoromethoxy)phenyl)-N-(3-methyl-1,1-dioxidothietan-3-yl)-1-(3,3,3-trifluoro-2-hydroxypropyl)-1H-pyrazolo[4,3-b]pyridine-6-carboxamide